N1(CCC1)C[C@H](C)NC(=O)C1=CC(=NN1C)C1=NC(=NC=C1)NC1=CC2=C(OCO2)C=C1 N-[(2S)-1-(azetidin-1-yl)propan-2-yl]-3-[2-(1,3-benzodioxol-5-ylamino)pyrimidin-4-yl]-1-methyl-1H-pyrazole-5-carboxamide